5-(4-chlorophenyl)-N-(4-fluorophenyl)spiro[2.3]Hexane-5-carboxamide ClC1=CC=C(C=C1)C1(CC2(CC2)C1)C(=O)NC1=CC=C(C=C1)F